C(CCC)NNC(OC(C)(C)C)=O tert-butyl N-(butylamino)carbamate